OC1=C(C=CC(=C1)OC)C(C)=O 1-(2-hydroxy-4-methoxyphenyl)ethanone